(2S)-2-[[(35S,13S)-2-methoxyethyl]-3-methyl-butoxy]azetidine-1-carboxylic acid tert-butyl ester C(C)(C)(C)OC(=O)N1[C@H](CC1)OC(CC(C)C)CCOC